3-indoleethanol N1C=C(C2=CC=CC=C12)CCO